C([C@H]([C@H]([C@@H]([C@H](C=O)OP(=O)([O-])[O-])O)O)O)OP(=O)([O-])[O-] The molecule is a quadruply-charged organophosphate oxoanion obtained via deprotonation of the phosphate OH groups of D-glucose 1,6-bisphosphate; major species at pH 7.3. It is a conjugate base of a D-glucose 1,6-bisphosphate.